C(=O)(O)C=1C=C(C=O)C=CC1 m-carboxybenzaldehyde